3-(2-methyl-5-((5-(4-methyl-1,4-diazepan-1-yl)pentyl)amino)-4-oxoquinazoline-3(4H)-yl)piperidine-2,6-dione CC1=NC2=CC=CC(=C2C(N1C1C(NC(CC1)=O)=O)=O)NCCCCCN1CCN(CCC1)C